C(C)(C)C1=C(C=CC=C1)C1N(CCN(C1)CC1C=2C=C(C=CC2C1)OC)C1CC2(C1)CCNCC2 2-(2-(2-isopropylphenyl)-4-((4-methoxybicyclo[4.2.0]octa-1(6),2,4-trien-7-yl)methyl)piperazin-1-yl)-7-azaspiro[3.5]nonane